trans-N-(5-cyano-6-(difluoromethoxy)pyridin-3-yl)-8-(1-(difluoromethyl)-1H-pyrazol-4-yl)-2-fluoro-8-methyl-7,8-dihydro-6H-cyclopenta[e]pyrazolo[1,5-a]pyrimidine-6-carboxamide C(#N)C=1C=C(C=NC1OC(F)F)NC(=O)[C@@H]1C[C@@](C2=C1C=NC=1N2N=C(C1)F)(C)C=1C=NN(C1)C(F)F